C(CCCCCCCCCCCC=1C(=O)NC(C1)=O)C=1C(=O)NC(C1)=O (1,12-dodecanediyl)bismaleimide